bis(2-methyl-1-propanol) titanium [Ti].CC(CO)C.CC(CO)C